C(C)(=O)O[C@H]1[C@@H](SC2=CC(=C(C=C2)C#N)Cl)O[C@@H]([C@@H]([C@@H]1N=[N+]=[N-])OC(C)=O)COC(C)=O 3-chloro-4-cyanophenyl 2,4,6-tri-O-acetyl-3-azido-3-deoxy-1-thio-α-D-galactopyranoside